C(CCCCCC(C)C)OC(CCC1CC(CC(C1)CCC(=O)OCCCCCCC(C)C)CCC(=O)OCCCCCCC(C)C)=O Tri(isononyl)-cyclohexan-1,3,5-tripropionat